3-methyl-N,N-bis(methyl-d3)pyrrolidin-3-amine hydrochloride Cl.CC1(CNCC1)N(C([2H])([2H])[2H])C([2H])([2H])[2H]